C(C)OC(\C(=C/C(=O)OCC)\C)=O (Z)-diethyl-2-methylbut-2-enedioate